N-(2-Chloro-3-{(4S)-2-imino-4-methyl-1-[(2R*,4R*)-2-methyl-tetrahydropyran-4-yl]-6-oxo-hexahydropyrimidin-4-yl}phenyl)-pyridine-2-carboxamide hydrochloride Cl.ClC1=C(C=CC=C1[C@]1(NC(N(C(C1)=O)[C@H]1C[C@H](OCC1)C)=N)C)NC(=O)C1=NC=CC=C1 |o1:15,17|